L-1,3,5-tribromobenzene BrC1=CC(=CC(=C1)Br)Br